NP(OCCCNC(=N)N)([O-])=O guanidinopropyl aminophosphonate